N1(OCCO1)C1OCCC1C(=O)[O-] 2,5-dioxapyrrolidin-1-yl-tetrahydrofuran-3-carboxylate